bromophenyl-boric acid BrC1=C(C=CC=C1)OB(O)O